(E)-7-(4-chloro-2-fluoro-phenyl)-3-(2-fluoroethyl)-N-methyl-5-[(2S,6R)-2-(1-cyclopropylpyrazol-4-yl)-6-methyl-morpholin-4-yl]thiazolo[4,5-d]pyrimidin-2-imine ClC1=CC(=C(C=C1)C=1C2=C(N=C(N1)N1C[C@@H](O[C@@H](C1)C)C=1C=NN(C1)C1CC1)N(/C(/S2)=N\C)CCF)F